3-(difluoromethoxy)-5-(methylsulfonyl)benzamide FC(OC=1C=C(C(=O)N)C=C(C1)S(=O)(=O)C)F